(E)-3-(furan-2-yl)-1-(5-methylthiophene-2-yl)prop-2-en-1-one O1C(=CC=C1)/C=C/C(=O)C=1SC(=CC1)C